[C@H]12OC[C@H](N(C1)C(=O)C1=C(C(=CC=C1)C1=C3C(=NC=C1)C=C(O3)C=3C=NC(=CC3)S(=O)(=O)C)F)C2 ((1R,4R)-2-oxa-5-azabicyclo[2.2.1]heptan-5-yl)(2-fluoro-3-(2-(6-(methylsulfonyl)pyridin-3-yl)furo[3,2-b]pyridin-7-yl)phenyl)methanone